O=C1NC(CCC1N1C(C2=CC=C(C=C2C1=O)NCCCCCCC1(C(=O)N)CC=C(C(=O)NC2=CC3=C(NC(=N3)CN3[C@H](CCC3)C)C=C2)C=C1)=O)=O 1-(6-((2-(2,6-dioxopiperidin-3-yl)-1,3-dioxoisoindolin-5-yl)amino)hexyl)-N4-(2-(((S)-2-methylpyrrolidin-1-yl)methyl)-1H-benzo[d]imidazol-5-yl)terephthalamide